butyl-(1-phenylindol-2-yl)phosphane C(CCC)PC=1N(C2=CC=CC=C2C1)C1=CC=CC=C1